Methyl (((cis-3-(2-amino-6-methoxy-9H-purin-9-yl)cyclobutyl)methoxy)((4-chloronaphthalen-1-yl)oxy)phosphoryl)-L-alaninate NC1=NC(=C2N=CN(C2=N1)[C@H]1C[C@H](C1)COP(=O)(OC1=CC=C(C2=CC=CC=C12)Cl)N[C@@H](C)C(=O)OC)OC